BrC1=C(C(=CC(=C1)Cl)C(NCC(F)(F)F)=O)NC(=O)C1=CC(=NN1C1=NC=CC=C1Cl)OC1CS(C1)(=O)=O N-(2-bromo-4-chloro-6-((2,2,2-trifluoroethyl)carbamoyl)phenyl)-1-(3-chloropyridin-2-yl)-3-((1,1-dioxidothietan-3-yl)oxy)-1H-pyrazole-5-carboxamide